BrC1=CC=C(C=C1)CC(=O)N1CCC2(CCN(CC2)C(=O)OC(C)(C)C)CC1 tert-butyl 9-(2-(4-bromophenyl) acetyl)-3,9-diazaspiro[5.5]undecane-3-carboxylate